CC1=NC2=C3N=CC=C(C3=CC=C2C(C1)(C1=CC=CC=C1)C)C1=CC=CC=C1 2,4-dimethyl-4,7-diphenyl-1,10-phenanthroline